C(#C)C1=CN=CN=N1 6-ethynyl-1,2,4-triazine